6-(3-Ethyl-2,6-dioxo-1,2,3,6-tetrahydropyrimidin-1-yl)hexyl 2-methylprop-2-enoate CC(C(=O)OCCCCCCN1C(N(C=CC1=O)CC)=O)=C